ClC(Cl)(Cl)[SiH3] Trichloromethylsilan